FC1=CC=C(C=C1)C=1N=C(C2=C(N1)C(=CS2)C)N(C(=O)C=2S(C(=C(C2[2H])[2H])[N+](=O)[O-])([2H])([2H])[2H])[2H] N-(2-(4-fluorophenyl)-7-methylthieno[3,2-d]pyrimidin-4-yl)-5-nitrothiophene-2-carboxamide-d6